1-Isocyanato-4-(isocyanatomethyl)-1-methylcyclohexane N(=C=O)C1(CCC(CC1)CN=C=O)C